(S)-1-cyclopropyl-5-oxo-N-(5-((5-(trifluoromethyl)pyridin-2-yl)oxy)-2,3-dihydrobenzofuran-7-yl)pyrrolidine-2-carboxamide C1(CC1)N1[C@@H](CCC1=O)C(=O)NC1=CC(=CC=2CCOC21)OC2=NC=C(C=C2)C(F)(F)F